(9R,13S)-13-[4-(2,5-dichlorophenyl)-6-oxo-1,6-dihydropyrimidin-1-yl]-3,9-dimethyl-3,4,7,15-tetraazatricyclo[12.3.1.02,6]Octadeca-1(18),2(6),4,14,16-pentaen-8-one ClC1=C(C=C(C=C1)Cl)C=1N=CN(C(C1)=O)[C@H]1CCC[C@H](C(NC=2C=NN(C2C=2C=CN=C1C2)C)=O)C